ethyl 3-(4-((benzyloxy)carbonyl)cyclohexyl)isoxazole-5-carboxylate C(C1=CC=CC=C1)OC(=O)C1CCC(CC1)C1=NOC(=C1)C(=O)OCC